CC1=NC(=NC(=C1)C)N1CC2CN(CC2C1)C(=O)C1=C(C(=CC=C1)F)N1N=CC=N1 2-(4,6-Dimethylpyrimidin-2-yl)-5-{[3-fluoro-2-(2H-1,2,3-triazol-2-yl)phenyl]carbonyl}octahydropyrrolo[3,4-c]pyrrole